ClC1=C(C=NC=C1)C=1C=C2N(N=CC(=C2N[C@H]2COCC[C@@H]2O)C(=NC2=C(C=C(C=C2)O)CC)N)C1 6-(4-chloro-3-pyridyl)-N'-(2-ethyl-4-hydroxy-phenyl)-4-[[(3S,4S)-4-hydroxytetrahydropyran-3-yl]amino]pyrrolo[1,2-b]pyridazine-3-carboxamidine